2-(7-(nonan-5-yloxy)-7-oxoheptyl)malonic acid CCCCC(CCCC)OC(CCCCCCC(C(=O)O)C(=O)O)=O